(S)-3-(4-(((S)-7-(4-chlorophenyl)-2,3-dihydrobenzo[b][1,4]dioxin-2-yl)methoxy)phenyl)-4-hexynoic acid ClC1=CC=C(C=C1)C=1C=CC2=C(O[C@H](CO2)COC2=CC=C(C=C2)[C@H](CC(=O)O)C#CC)C1